C(C1=CC=CC=C1)SC1=CC=C(C(=N1)C(=O)N1CCCC1)Cl (6-(benzylthio)-3-chloropyridin-2-yl)(pyrrolidin-1-yl)methanone